7-Bromo-benzo[d][1,3]dioxolan-4-amine BrC1=CC=C(C2=C1OCO2)N